octylphenyl-alpha-naphthylamine C(CCCCCCC)N(C1=CC=CC2=CC=CC=C12)C1=CC=CC=C1